(S)-4-(2,7-Dichloro-8-methylpyrido[4,3-d]pyrimidin-4-yl)-1,4-oxazepan-6-ol ClC=1N=C(C2=C(N1)C(=C(N=C2)Cl)C)N2CCOC[C@H](C2)O